C(C)OC(=O)C=1C(C=C2N(C(CN3N=C4C(=CC=CC4=C32)OCC(C)C)C(C)(C)C)C1)=O 6-(tert-butyl)-10-isobutoxy-2-oxo-6,7-dihydro-2H-pyrido[2',1':3,4]pyrazino[1,2-b]indazole-3-carboxylic acid ethyl ester